2-(4-(2,2-dichloro-cyclopropyl)phenoxy)-2-methylpropionic acid ClC1(C(C1)C1=CC=C(OC(C(=O)O)(C)C)C=C1)Cl